N-[(1S,2S)-2-Hydroxycyclohexyl]-4-[4-(5-carbamoylpyridin-3-yl)-benzyl]-pyrrolo[1,2-b]pyridazin-2-carboxamid O[C@@H]1[C@H](CCCC1)NC(=O)C=1C=C(C=2N(N1)C=CC2)CC2=CC=C(C=C2)C=2C=NC=C(C2)C(N)=O